tert-butyl (5-methyl-4-(pyridazin-3-yl)pyridin-2-yl)carbamate CC=1C(=CC(=NC1)NC(OC(C)(C)C)=O)C=1N=NC=CC1